O1C=NC=C1CNC(=O)NC1=CC=C(C=C1)S(=O)(=O)C=1C=NC=CC1 1-Oxazol-5-ylmethyl-3-[4-(pyridine-3-sulfonyl)-phenyl]-urea